4'-(1H-tetrazol-5-yl)-[1,1'-biphenyl]-3,5-dicarboxylic acid N1N=NN=C1C1=CC=C(C=C1)C1=CC(=CC(=C1)C(=O)O)C(=O)O